2-(2-methoxyacetyl)-5-[2-(2-methoxyacetyl)-1,3-dioxo-2,3-dihydro-1H-indene-5-carbonyl]-2,3-dihydro-1H-indene-1,3-dione COCC(=O)C1C(C2=CC=C(C=C2C1=O)C(=O)C=1C=C2C(C(C(C2=CC1)=O)C(COC)=O)=O)=O